BrCC1=CC=C(C=C1)[Si](C1=CC=CC=C1)(C1=CC=CC=C1)C1=CC=CC=C1 [4-(bromomethyl)phenyl]-triphenyl-silane